N-(2-fluoro-4-methylphenyl)-acetamide FC1=C(C=CC(=C1)C)NC(C)=O